CC1N(C(C=C1)C)C(=O)OC(C)(C)C tert-butyl 2,5-dimethyl-2,5-dihydro-1H-pyrrole-1-carboxylate